butyl oxaininate O1C(C=CC=C1)C(=O)OCCCC